C(C)(C)(C)OC(=O)NCCOCCOCC(=O)O N-t-butoxycarbonyl-8-amino-3,6-dioxaoctanoic acid